2-[(2,4-difluoro-3-hydroxy-phenyl)methyl-[(4-methoxyphenyl)methyl]amino]ethanehydroxamic acid FC1=C(C=CC(=C1O)F)CN(CC(=O)NO)CC1=CC=C(C=C1)OC